2-bromo-3-(bromomethyl)-6-methoxypyridine BrC1=NC(=CC=C1CBr)OC